(6-bromo-1-methyl-1H-benzo[d]imidazol-2-yl)methanol BrC=1C=CC2=C(N(C(=N2)CO)C)C1